O[C@H]1[C@@H]([C@@H]2[C@@H](OCC(=CC2)CCCC(=O)O)C1)\C=C\[C@H](CCCCC)O 4-{(5aR,6R,7R,8aS)-7-hydroxy-6-[(1E,3S)-3-hydroxy-1-octen-1-yl]-5,5a,6,7,8,8a-hexahydro-2H-cyclopenta[b]oxepin-3-yl}butanoic acid